Cl.FC1=CC=2C(C=C(OC2C2=C1N=C(N2C)C(F)(F)F)C2CNCC2)=O 4-fluoro-1-methyl-8-(pyrrolidin-3-yl)-2-(trifluoromethyl)chromeno[7,8-d]imidazol-6(1H)-one hydrochloride